C(C)OC(C[C@H](N1N=C(C=C1)CCCC1=NC=2NCCCC2C=C1)C=1C=NC(=CC1)OCC1=CC=CC=C1)=O (S)-3-(6-(benzyloxy)pyridin-3-yl)-3-(3-(3-(5,6,7,8-tetrahydro-1,8-naphthyridin-2-yl)propyl)-1H-pyrazol-1-yl)propionic acid ethyl ester